COC1=CC=C2C(C(NC2=C1OC)=O)=O 6-methoxy-7-methoxyindole-2,3-dione